(S)-2-((2-chloro-5-methoxypyrimidin-4-yl)amino)-2-phenylethanol ClC1=NC=C(C(=N1)N[C@H](CO)C1=CC=CC=C1)OC